2,6-dioxa-9-azaspiro[3.6]decane C1OCC12COCCNC2